5,8-dioxa-dihydronaphthalene C1CC=CC=2OC=COC12